N-[4-(2,6-dimethylphenyl)-6-[3-(1-methyl-4-piperidyl)phenoxy]pyrimidin-2-yl]-1-methyl-pyrazole-4-sulfonamide CC1=C(C(=CC=C1)C)C1=NC(=NC(=C1)OC1=CC(=CC=C1)C1CCN(CC1)C)NS(=O)(=O)C=1C=NN(C1)C